C(C1=CC=CC=C1)N1CCC(CC1)(O)CN1C(CCC1)=O 1-[(1-benzyl-4-hydroxypiperidin-4-yl)methyl]pyrrolidin-2-one